[Ag]I.[Ag] silver-silver iodide